diiron-iron [Fe].[Fe].[Fe]